C(C)(=O)N1[C@@H]([C@H](N(CC1)C(C=C)=O)C)C1=CC(=NC(=C1)Cl)C1=CC(=NC=N1)C(=O)NC 6-(4-((2R,3R)-1-acetyl-4-acryloyl-3-methylpiperazin-2-yl)-6-chloropyridin-2-yl)-N-methylpyrimidine-4-carboxamide